ClCCN1N=CC=2C1=NC=C(C2)C(C)(C)C2=CC=C(OCC1=NC(=NC=C1)N=[SH2]1CCN(CC1)CC#C)C=C2 1-((4-((4-(2-(1-(2-chloroethyl)-1H-pyrazolo[3,4-b]pyridin-5-yl)propan-2-yl)phenoxy)methyl)pyrimidin-2-yl)imino)-4-(prop-2-yn-1-yl)-1λ6-thiomorpholine